O=C1C=C(N=C2N1C=CC=C2)C(=O)NCC=2N=C1N(C=C(C=C1)CNCC(F)(F)F)C2 4-oxo-N-[(6-{[(2,2,2-trifluoroethyl)amino]methyl}imidazo[1,2-a]pyridin-2-yl)methyl]-4H-pyrido[1,2-a]pyrimidine-2-carboxamide